2,4-dichloro-4-iodopyridine ClC1=NC=CC(C1)(I)Cl